CN1C(C=2C=CC=C3C2C1=CC1=C(N3C)N=CC(=C1)NC(C)=O)=O N-(1,6-dimethyl-2-oxo-2,6-dihydro-1H-pyrido[3',2':6,7]azepino[4,3,2-cd]isoindol-9-yl)acetamide